C[SiH](OC=1C(=O)O[C@@H](C1[O-])[C@@H](O)CO)C dl-O-dimethylsilyl-ascorbate